N=1C=C(N2C1C=CC=C2)[C@H]2CN(CCC2)C2=CC(=NC(=N2)C(C)C)NC (R)-6-(3-(imidazo[1,2-a]pyridin-3-yl)piperidin-1-yl)-2-isopropyl-N-methylpyrimidin-4-amine